ClC=1C(=C(C=C(C1)C(F)(F)F)C=1C=CC=C2C(=C(C=NC12)C(=O)NN1CCOC2=C1C=CC=C2)N2CCOCC2)C#N 8-[3-chloro-2-cyano-5-(trifluoromethyl)phenyl]-N-(2,3-dihydro-1,4-benzoxazin-4-yl)-4-morpholino-quinoline-3-carboxamide